(7-Chloroisoquinolin-1-yl)methanamine ClC1=CC=C2C=CN=C(C2=C1)CN